2-(4-ethoxyphenyl)thiazole-4-carboxylic acid C(C)OC1=CC=C(C=C1)C=1SC=C(N1)C(=O)O